BrC=1C=C(CC2=C(C=CC(=C2O)O)[N-]C(C)C)C=CC1 2-(3-bromobenzyl)-3-hydroxy-N-(4-hydroxyphenyl)-N-isopropylamide